(2S)-2-{4-chloro-2-[(2,2-2H2)propanoyl]phenoxy}propanoic acid ClC1=CC(=C(O[C@H](C(=O)O)C)C=C1)C(C(C)([2H])[2H])=O